FC=1C=C2C(=CNC2=CC1F)NC(C1=CC(=C(C=C1)[C@@H](C)N1CC(C1)(F)F)F)=O |r| racemic-N-(5,6-difluoro-1H-indol-3-yl)-4-(1-(3,3-difluoroazetidin-1-yl)ethyl)-3-fluorobenzamide